FC(OC1=C(C=C(C=C1)OC1=CC(=CC=C1)C(N(CCN1CCOCC1)C)=O)C1=NN(C=C1NC(=O)C=1C=NN2C1N=CC=C2)C)F N-[3-[2-(difluoromethoxy)-5-[3-[methyl(2-morpholinoethyl)carbamoyl]phenoxy]phenyl]-1-methyl-pyrazol-4-yl]pyrazolo[1,5-a]pyrimidine-3-carboxamide